OC1=CC=C(C=C1)NC1=CC=C(C=C1)N N-p-Hydroxyphenyl-p-phenylendiamin